C(C1=CC=CC=C1)(=O)OC(C)C(OC(C1=CC=CC=C1)=O)C 3-methyl-2,3-propanediol dibenzoate